N(C(=N)N)CCC1=C(NC(=C1C(=O)N)C1=C(C=CC=C1)[N+](=O)[O-])C1=CC=C(C=C1)C(F)(F)F (2-guanidinoethyl)-5-(2-nitrophenyl)-2-(4-(trifluoromethyl)phenyl)Azole-4-carboxamide